N-(4-{3-[4-(Dimethylamino)phenyl]-1,2,4-oxadiazol-5-yl}phenyl)-5-oxo-1-[(pyridin-3-yl)methyl]-pyrrolidine-3-carboxamide CN(C1=CC=C(C=C1)C1=NOC(=N1)C1=CC=C(C=C1)NC(=O)C1CN(C(C1)=O)CC=1C=NC=CC1)C